2,4-dihydroxy-5-pyrimidineformaldehyde OC1=NC=C(C(=N1)O)C=O